BrC=1SC=C(C1)OCCCCCCC 2-bromo-4-(heptyloxy)thiophene